BrC1=C(C=CC=C1C(C)(C)O)C(C)(C)O 2-bromo-1,3-bis(α-hydroxyisopropyl)benzene